CC=1C=CC=2N(C3=CC=CC=C3C2C1)C1=CC=C(C=C1)C=1C=CC=C(C1C1=CC=CC=C1)C1=CC=CC=C1 6'-(4-(3-methyl-9H-carbazol-9-yl)phenyl)-[1,1':2',1''-terphenyl]